sodium caproyl alaninate N[C@@H](C)C(=O)OC(CCCCC)=O.[Na]